FC(C)(F)C1=NC(=CC(=N1)NC1=C(C=NC(=C1)NC(C)=O)C1=NC=C(C=C1)[C@H]1CN(CCO1)C)C (S)-N-(4'-((2-(1,1-difluoroethyl)-6-methylpyrimidin-4-yl)amino)-5-(4-methylmorpholin-2-yl)-[2,3'-bipyridin]-6'-yl)acetamide